NC1=NC(=C(C=C1C=1C=C2CCNC(C2=CC1)=O)C1=CC=C(C=C1)N1N=CN(CC1)C)F 6-(2-amino-6-fluoro-5-(4-(4-methyl-5,6-dihydro-1,2,4-triazin-1(4H)-yl)phenyl)pyridin-3-yl)-3,4-dihydroisoquinolin-1(2H)-one